ON=C(N)C1=NON=C1O[C@@H]1C[C@@H](C1)NS(N)(=O)=O N'-hydroxy-4-{[cis-3-(sulfamoylamino)cyclobutyl]oxy}-1,2,5-oxadiazole-3-carboximidamide